(R)-2-((1-((benzyloxy)methyl)-2,2-difluorocyclopropyl)methyl)-6-fluoro-2-azaspiro[3.3]heptane C(C1=CC=CC=C1)OC[C@]1(C(C1)(F)F)CN1CC2(C1)CC(C2)F